O.O.O.[Si](=O)=O silicon dioxide trihydrate